C(C)(C)(C)N(C(O)=O)CCCN1CCN(CC1)C1=NC(=C(C(=C1C#N)CC)C#N)Cl.FC1=C(C=CC(=C1)F)C1=CC=C(C=C1)C1CNC1 3-[4-(2,4-Difluorophenyl)phenyl]azetidine tert-butyl-(3-(4-(6-chloro-3,5-dicyano-4-ethylpyridin-2-yl)piperazin-1-yl)propyl)carbamate